N-[4-(2,3-epoxypropoxy)-3,5-dimethylbenzyl]acrylamide butyl-(3S,5S)-3-carbamoyl-6-oxo-2,7-diazaspiro[4.4]nonane-2-carboxylate C(CCC)OC(=O)N1C[C@]2(C[C@H]1C(N)=O)C(NCC2)=O.C(C2CO2)OC2=C(C=C(CNC(C=C)=O)C=C2C)C